C(C)C1=C(C(=CC(=C1)C)CC)C(C(=O)OC)C(=O)OC dimethyl 2,6-diethyl-4-methylbenzenemalonate